tertbutyl 4-(hydroxymethyl-d2)-3,6-dihydropyridine-1(2H)-carboxylate OC(C=1CCN(CC1)C(=O)OC(C)(C)C)([2H])[2H]